BrC=1C=C(C=NC1)N1N=NN(C1=O)CC(CNC(OC(C)(C)C)=O)=C(F)F tert-butyl (2-((4-(5-bromopyridin-3-yl)-5-oxo-4,5-dihydro-1H-tetrazol-1-yl)methyl)-3,3-difluoroallyl)carbamate